3-(((3-chloro-5-(difluoromethyl)-1-methyl-1H-pyrazol-4-yl)methyl)sulfonyl)-5-ethyl-5-methyl-4,5-dihydroisoxazole ClC1=NN(C(=C1CS(=O)(=O)C1=NOC(C1)(C)CC)C(F)F)C